FC1=CC=C(C=C1)[Si](C#C)(C#C)C#C 4-fluorophenyl-triethynylsilane